OC1(CC1)C1=NN(C=N1)C1CC2(CN(C2)C(=O)N2CC3(C2)C[C@H](CC3)CC3=NC=C(C=C3F)F)C1 [6-[3-(1-hydroxycyclopropyl)-1,2,4-triazol-1-yl]-2-azaspiro[3.3]heptan-2-yl]-[(6S)-6-[(3,5-difluoro-2-pyridyl)methyl]-2-azaspiro[3.4]octan-2-yl]methanone